2-(2,2-difluorocyclopropyl)-5-(4-methylpiperazin-1-yl)aniline FC1(C(C1)C1=C(N)C=C(C=C1)N1CCN(CC1)C)F